(1-Ethyl-7-methoxy-2-methyl-1H-benzo[d]imidazol-6-yl)carbamic acid tert-butyl ester C(C)(C)(C)OC(NC=1C=CC2=C(N(C(=N2)C)CC)C1OC)=O